C(CC)(=O)OCCOCCO diethylene glycol monopropionate